catecholthiolate C1(O)=C(O)C(=CC=C1)[S-]